N-(cyclopropylmethyl)-1H-indazole-3-carboxamide C1(CC1)CNC(=O)C1=NNC2=CC=CC=C12